Cl.C(C1=CC=CC=C1)(=O)N[C@H](C=1N=C2N(N=CC(=C2)CNC(=O)[C@H]2NCCC[C@@H]2C(F)(F)F)C1)C1CCCCC1 |o1:23,28| (Trans-2S*,3S*)-N-((2-((S)-benzamido(cyclohexyl)methyl)imidazo[1,2-b]pyridazin-7-yl)methyl)-3-(trifluoromethyl)piperidine-2-carboxamide hydrochloride